((3-chloro-4-fluoro-2-formylphenyl)amino)-5-fluoro-4-(trifluoro-methyl)-benzoic acid methyl ester COC(C1=C(C=C(C(=C1)F)C(F)(F)F)NC1=C(C(=C(C=C1)F)Cl)C=O)=O